N-methyl-6-phenyl-4,5,6,7-tetrahydrobenzothiophen-6-amine CNC1(CC2=C(C=CS2)CC1)C1=CC=CC=C1